2-chloro-4-(cyclobutylamino)pyrimidine-5-carboxamide ClC1=NC=C(C(=N1)NC1CCC1)C(=O)N